ClC1=NC(=NC(=N1)C1=CC=C(C=C1)C1=CC(=C(C(=C1)C1=CC=CC=C1)C1=CC=CC=C1)C1=CC=CC=C1)C1=CC=CC=C1 2-chloro-4-(3',5'-diphenyl-[1,1':4',1''-terphenyl]-4-yl)-6-phenyl-1,3,5-triazine